6-hydroxy-1-methyl-3-oxo-2-(2-oxo-2-thiomorpholinoethyl)-3,8,9,10-tetrahydropyrano[3,2-f]chromen-5-carbaldehyde OC1=C(C2=C(C=3CCCOC13)C(=C(C(O2)=O)CC(N2CCSCC2)=O)C)C=O